OCC12OCC(CC1)(CC2)C(=O)OCC ethyl 1-(hydroxymethyl)-2-oxabicyclo[2.2.2]octane-4-carboxylate